5-fluoro-2'-(1-methoxyethyl)-[1,1'-biphenyl] FC=1C=CC=C(C1)C1=C(C=CC=C1)C(C)OC